C(#C)C1=C(C=C(C=N1)C1=C(C2=C(N=CN=C2C)N1C)C1=CC(=C(C=C1)OC1=NC=CC(=N1)C)F)OC 6-(6-ethynyl-5-methoxypyridin-3-yl)-5-(3-fluoro-4-((4-methylpyrimidin-2-yl)oxy)phenyl)-4,7-dimethyl-7H-pyrrolo[2,3-d]pyrimidine